1-(6-Chloropyridin-3-yl)-4,4-dimethyl-2-(1H-1,2,4-triazol-1-yl)-3-pentanol ClC1=CC=C(C=N1)CC(C(C(C)(C)C)O)N1N=CN=C1